FC(CCCCCC)(O)O Monofluoroheptanediol